3,5-difluoro-11-oxatricyclo[6.2.1.02,7]undeca-2,4,6,9-tetraene FC1=C2C3C=CC(C2=CC(=C1)F)O3